3,9-dichloro-2,4,8,10-tetraoxa-3,9-diphosphaspiro[5.5]undecane ClP1OCC2(CO1)COP(OC2)Cl